(R)-2-fluoro-4-(2-hydroxy-3-(2H-tetrazol-2-yl)propoxy)benzoic acid FC1=C(C(=O)O)C=CC(=C1)OC[C@@H](CN1N=CN=N1)O